COCCNC(=O)C=1N=C2N(C=C(N=C2NCC2CCNCC2)C2=CC=NC=C2)C1 8-[(Piperidin-4-ylmethyl)-amino]-6-pyridin-4-yl-imidazo[1,2-a]pyrazine-2-carboxylic acid (2-methoxy-ethyl)-amide